C(=O)(O)C1=C(C(=CC=C1)C#CC1=CC=CC=C1)C1=CC=C2C=CNC2=C1 6-(2-carboxy-6-(phenylethynyl)phenyl)-1H-indole